5-Fluoro-2-(oxiran-2-yl)pyridine FC=1C=CC(=NC1)C1OC1